3-(5-((2-(4-ethoxy-4-methylpiperidin-1-yl)cyclopentyl)oxy)-1-oxoisoindolin-2-yl)piperidine-2,6-dione C(C)OC1(CCN(CC1)C1C(CCC1)OC=1C=C2CN(C(C2=CC1)=O)C1C(NC(CC1)=O)=O)C